NC1=C(C=CC=C1)N 1,2-Diaminobenzene